CC1=CC=C(C2=CC=3CC=CC3C=C21)C 5,8-dimethyl-1H-benzo[F]indene